ClC1=CC(=C(CC=2SC3=C(N2)C=CC=C3)C=C1)F 2-(4-chloro-2-fluorobenzyl)benzo[d]thiazole